C(C)OC(=O)C=1N=C(OC1C1=C(C=CC=C1)OC)C1=CC=C(C=C1)C(F)(F)F 5-(2-methoxyphenyl)-2-(4-(trifluoromethyl)phenyl)Oxazole-4-carboxylic acid ethyl ester